tert-butyl (E)-(4-(4-(6-chloro-3-cyano-1-(4,6-diisopropylpyrimidin-5-yl)-7-(2-fluorophenyl)-2-oxo-1,2-dihydro-1,8-naphthyridin-4-yl)piperazin-1-yl)-4-oxobut-2-en-1-yl)(methyl)carbamate ClC=1C=C2C(=C(C(N(C2=NC1C1=C(C=CC=C1)F)C=1C(=NC=NC1C(C)C)C(C)C)=O)C#N)N1CCN(CC1)C(/C=C/CN(C(OC(C)(C)C)=O)C)=O